tert-butyl ((3R,5R)-1-(1-((1H-pyrazol-4-yl)methyl)-2-(1-(cyclopropylmethyl)-1H-pyrrolo[2,3-b]pyridin-2-yl)-7-methoxy-1H-benzo[d]imidazole-5-carbonyl)-5-fluoropiperidin-3-yl)carbamate N1N=CC(=C1)CN1C(=NC2=C1C(=CC(=C2)C(=O)N2C[C@@H](C[C@H](C2)F)NC(OC(C)(C)C)=O)OC)C2=CC=1C(=NC=CC1)N2CC2CC2